C(=C)OC1(CCCCC1)O (vinyloxy)cyclohexanol